3-thiazol-2-yl-propan-1-one S1C(=NC=C1)CCC=O